N-(4-cyano-3-trifluoromethylphenyl)-1,3,5-triazin-2,4,6(1H,3H,5H)-trione C(#N)C1=C(C=C(C=C1)N1C(NC(NC1=O)=O)=O)C(F)(F)F